N-(4-(6-fluoro-3,4-dihydroisoquinoline-2(1H)-yl)-2,6-dimethylphenyl)-2-(3-fluorobicyclo[1.1.1]pentan-1-yl)acetamide FC=1C=C2CCN(CC2=CC1)C1=CC(=C(C(=C1)C)NC(CC12CC(C1)(C2)F)=O)C